C(#N)C1=CC=C(CCN[C@H](C(=O)NC=2N=NC(=CC2)C=2C=NN(C2)C)C2=CC=CC=C2)C=C1 |r| (S)- and (R)-2-((4-cyanophenethyl)amino)-N-(6-(1-methyl-1H-pyrazol-4-yl)pyridazin-3-yl)-2-phenyl-acetamide